BrC1(CC12CC(N(CC2)C(=O)OCC2=CC=CC=C2)C2=CC=C(C=C2)C(=O)OC)F benzyl 1-bromo-1-fluoro-5-(4-(methoxycarbonyl)phenyl)-6-azaspiro[2.5]octane-6-carboxylate